3-dibutylaminopropyl-dimethyl-methoxysilane C(CCC)N(CCC[Si](OC)(C)C)CCCC